2-(3-((2,6-dichloro-1-(1-propyl-1H-pyrazol-4-yl)-7-fluoro-1H-indol-3-yl)thio)-2-fluorophenyl)acetic acid ClC=1N(C2=C(C(=CC=C2C1SC=1C(=C(C=CC1)CC(=O)O)F)Cl)F)C=1C=NN(C1)CCC